methyl (S)-3-(7-bromo-1,3-dihydroisobenzofuran-4-yl)-2-((diphenyl methylene)amino)propanoate BrC=1C=CC(=C2COCC12)C[C@@H](C(=O)OC)N=C(C1=CC=CC=C1)C1=CC=CC=C1